3-((2-ethoxy-2-oxoethyl)amino)-3-oxopropanoic acid ethyl ester C(C)OC(CC(=O)NCC(=O)OCC)=O